ClC1=C(C=CC(=C1)F)C1C(=C(N=C(N1C(=O)OC(C)(C)C)C=1SC=CN1)[C@@H]1CC[C@H](CC1)N(S(=O)(=O)C)CC(=O)OCC)C(=O)OC 1-tert-butyl 5-methyl 6-(2-chloro-4-fluorophenyl)-4-(trans-4-(N-(2-ethoxy-2-oxoethyl)methylsulfonamido)cyclohexyl)-2-(thiazol-2-yl)pyrimidine-1,5(6H)-dicarboxylate